azido-3,5-dichloropyridine N(=[N+]=[N-])C1=NC=C(C=C1Cl)Cl